NC1=NN2C(N=C(C=C2)C=2C=C3CN(C(C3=C(C2)C)=O)[C@@H](C)C2CC2)=C1C(=O)NC=1C=NN(C1)C 2-amino-5-{2-[(1S)-1-cyclopropylethyl]-7-methyl-1-oxo-2,3-dihydro-1H-isoindol-5-yl}-N-(1-methyl-1H-pyrazol-4-yl)pyrazolo[1,5-a]pyrimidine-3-carboxamide